CN1C=CN2C(CC1)=CC=N2 6-methyl-5,6-dihydro-4H-pyrazolo[1,5-d][1,4]diazepin